Bis(tri-tert-butyl-cyclopentadienyl)Strontium C(C)(C)(C)C1=C(C(C=C1)(C(C)(C)C)[Sr]C1(C(=C(C=C1)C(C)(C)C)C(C)(C)C)C(C)(C)C)C(C)(C)C